(S)-2-((3-hydroxy-3-methylpiperidin-1-yl)methyl)-6-(3-(1-(4-methyl-4H-1,2,4-triazol-3-yl)cyclobutyl)phenyl)-4-(trifluoromethyl)-1,6-dihydro-7H-pyrrolo[2,3-c]pyridin-7-one O[C@@]1(CN(CCC1)CC1=CC2=C(C(N(C=C2C(F)(F)F)C2=CC(=CC=C2)C2(CCC2)C2=NN=CN2C)=O)N1)C